F[C@H]1[C@@H]([C@H]2CN([C@@H]1C2)C)OC2=NN=C(S2)C2=C(C=C(C=C2)N2C=NC=C2)O 2-(5-(((1R,4R,5R,6R)-6-fluoro-2-methyl-2-azabicyclo[2.2.1]heptan-5-yl)oxy)-1,3,4-thiadiazol-2-yl)-5-(1H-imidazol-1-yl)phenol